2-chloro-4-(4-chloro-1H-pyrazol-5-yl)pyrimidine-5-carbonitrile ClC1=NC=C(C(=N1)C1=C(C=NN1)Cl)C#N